BrC1=CC=C(C=C1)N1C=2C(C=3C=CC=CC13)=C(NC(C2C2=CC=CC=C2)=O)C(=O)NC(C)(C)C (4-bromophenyl)-N-tert-butyl-3-oxo-4-phenyl-3,5-dihydropyrido[4,3-b]indole-1-carboxamide